tert-butyl (4-sulfamoylphenethyl)carbamate S(N)(=O)(=O)C1=CC=C(CCNC(OC(C)(C)C)=O)C=C1